N-((trans)-4-(((R)-2-(3-Fluorophenyl)-2-hydroxyethyl)amino)-cyclohexyl)acetamide FC=1C=C(C=CC1)[C@H](CN[C@@H]1CC[C@H](CC1)NC(C)=O)O